6-fluoro-N-methyl-1-{4-[1-methyl-1-((S)-S-methylsulfonimidoyl)ethyl]-6-[(3R)-3-methylmorpholin-4-yl]pyrimidin-2-yl}-1H-benzimidazol-2-amine FC=1C=CC2=C(N(C(=N2)NC)C2=NC(=CC(=N2)C(C)([S@](=O)(=N)C)C)N2[C@@H](COCC2)C)C1